Cl.N1CCC(CC1)NC1=CC(OC2=C1C=CC=C2)=O 4-(piperidin-4-ylamino)-2H-benzopyran-2-one hydrochloride